IC=1C=NN(C1)CC#N 2-(4-iodopyrazol-1-yl)acetonitrile